ethyl 2-(4-((2,2,5,9,13-pentamethyl-4,14-dioxo-3-oxa-5,9,13-triazapentadecan-15-yl)amino)phenyl)-2-phenylacetate CC(C)(OC(N(CCCN(CCCN(C(CNC1=CC=C(C=C1)C(C(=O)OCC)C1=CC=CC=C1)=O)C)C)C)=O)C